4-(3-fluorophenyl)-1-(5-(isopropylthio)-4-(4-(pentafluoro-λ6-sulfaneyl)phenyl)thiazol-2-yl)-3-methyl-1H-pyrazole-5-carboxylic acid FC=1C=C(C=CC1)C=1C(=NN(C1C(=O)O)C=1SC(=C(N1)C1=CC=C(C=C1)S(F)(F)(F)(F)F)SC(C)C)C